N,N-bis(1,3-dihydroxypropyl)-5-aminoisophthalamide OC(CCO)N(C(C1=CC(C(=O)N)=CC(=C1)N)=O)C(CCO)O